2-({4-[3-(Undecyloxy)phenyl]pyridin-2-yl}amino)ethyl dihydrogen phosphate ammonium salt [NH4+].P(=O)(OCCNC1=NC=CC(=C1)C1=CC(=CC=C1)OCCCCCCCCCCC)(O)O